(S)-8-Amino-3-(2-(1-cyclopropylethyl)-7-(methylsulfonyl)-1-oxoisoindolin-5-yl)-N-isopropylimidazo[1,2-a]pyrazine-6-carboxamide, trifluoroacetate salt FC(C(=O)O)(F)F.NC=1C=2N(C=C(N1)C(=O)NC(C)C)C(=CN2)C=2C=C1CN(C(C1=C(C2)S(=O)(=O)C)=O)[C@@H](C)C2CC2